trans-3-(((1-Ethylcyclopropyl)methyl)amino)-5-(4-hydroxycyclohexyl)-8-((4-methylpiperazin-1-yl)methyl)pyrimido[4,5-c]isoquinolin-6(5H)-one C(C)C1(CC1)CNC=1N=CC2=C(N(C(C=3C=C(C=CC23)CN2CCN(CC2)C)=O)[C@@H]2CC[C@H](CC2)O)N1